5-bromo-3-methoxy-1-methylquinolin-2(1H)-one BrC1=C2C=C(C(N(C2=CC=C1)C)=O)OC